methyl (9,9-difluoro-5-methyl-9H-fluorene-3-carbonyl)glycinate FC1(C2=CC=CC(=C2C=2C=C(C=CC12)C(=O)NCC(=O)OC)C)F